tert-butyl {3-[(3-acetyl-4-methoxypyridin-2-yl)oxy]propyl}carbamate C(C)(=O)C=1C(=NC=CC1OC)OCCCNC(OC(C)(C)C)=O